NC=1C(=C2C(=NC1)N(C=C2)S(=O)(=O)C2=CC=C(C)C=C2)NN2CCC(CC2)(O)CC#N (1-((5-amino-1-p-toluenesulfonyl-1H-pyrrolo[2,3-b]pyridin-4-yl)amino)4-hydroxypiperidin-4-yl)acetonitrile